((1-(cyanomethyl)cyclopropyl)methyl)-4-fluoro-1H-benzo[d]imidazole-6-carboxylic acid methyl ester COC(=O)C=1C=C(C2=C(N(C=N2)CC2(CC2)CC#N)C1)F